4-[2-(6-{[(cyclobutylmethyl)amino]methyl}-4-fluoro-1-oxo-3H-isoindol-2-yl)-6-cyclopropylpyridin-4-yl]-3-(4-methyl-1,2,4-triazol-3-yl)benzonitrile C1(CCC1)CNCC1=CC(=C2CN(C(C2=C1)=O)C1=NC(=CC(=C1)C1=C(C=C(C#N)C=C1)C1=NN=CN1C)C1CC1)F